C(CCCCCCCCCCC)OC(CCN(CCCN(CCCN(CCC(=O)[O-])CCC(=O)OCCCCCCCCCCCC)C)CCC(OCCCCCCCCCCCC)=O)=O 3-[3-[3-[bis(3-dodecoxy-3-oxo-propyl)amino]propyl-methyl-amino]propyl-(3-dodecoxy-3-oxo-propyl)amino]propanoate